BrC1=C(C(=C(C#N)C(=C1)F)OC)F 4-bromo-3,6-difluoro-2-methoxybenzonitrile